BrC1=CC=C(S1)C1(CCCCC1)O (5-bromothien-2-yl)cyclohexan-1-ol